Sulphozinc S(=O)(=O)(O)[Zn]